CN1CCC(CCC1)C1=CC=2C(=NC=CC2NC=2C=CC3=C(N=CS3)C2)S1 N-(2-(1-methylazepan-4-yl)thieno[2,3-b]pyridin-4-yl)benzo[d]thiazol-5-amine